N-methyl-3-(1-methyl-1H-imidazol-4-yl)-1-(4-(trifluoromethyl)phenyl)-1H-indole-6-sulfonamide CNS(=O)(=O)C1=CC=C2C(=CN(C2=C1)C1=CC=C(C=C1)C(F)(F)F)C=1N=CN(C1)C